NC=1C(=NC=C(C1)C)CC=1C=C(C=CC1)NC(C=C)=O N-(3-((3-amino-5-methylpyridin-2-yl)methyl)phenyl)acrylamide